BrC1=CC=CC(=N1)O[C@@H]1CN(CC1)C(=O)OC(C)(C)C tert-butyl (3S)-3-[(6-bromopyridin-2-yl)oxy]pyrrolidine-1-carboxylate